3-[(2-fluorobenzyl)sulfanyl]-5-methyl-[1,2,4]triazolo[4,3-a]pyrimidin-7(8H)-one FC1=C(CSC2=NN=C3N2C(=CC(N3)=O)C)C=CC=C1